2,7-Bis(4,4,5,5-Tetramethyl-1,3,2-dioxaborolan-2-yl)-9,9-di-n-octylfluorene CC1(OB(OC1(C)C)C1=CC=2C(C3=CC(=CC=C3C2C=C1)B1OC(C(O1)(C)C)(C)C)(CCCCCCCC)CCCCCCCC)C